C(#N)C=1C=NN2C1C(=CC(=C2)OCC)C=2C=CC(=NC2)N2CCC(CC2)(CN2CCNCC2)NC(CC(C)C)=O N-(1-(5-(3-cyano-6-ethoxypyrazolo[1,5-a]pyridin-4-yl)pyridin-2-yl)-4-(piperazin-1-ylmethyl)piperidin-4-yl)-3-methylbutanamide